FC=1C(=C(C=CC1)NC(=O)NC1=CC(=NC(=C1)F)F)CO 1-(3-fluoro-2-hydroxymethylphenyl)-3-(2,6-difluoropyridin-4-yl)urea